BrC=1N=C(SC1C(=O)C1=NN(C(=C1)C#N)C)C 3-(4-bromo-2-methylthiazole-5-carbonyl)-1-methyl-1H-pyrazole-5-carbonitrile